ClC1=CC=C(C(=O)C2=C3N(C=4C(=C(C(=C(C24)C#N)F)F)C#N)CCCN3)C=C1 10-(4-chlorobenzoyl)-6,9-dicyano-7,8-difluoro-1,2,3,4-tetrahydropyrimido[1,2-a]indole